C(C)(C)(C)OC(NCC=O)=O (2-oxoethyl)carbamic acid tert-butyl ester